BrC1=C(N)C=C(C(=C1)OC)Cl 2-bromo-5-chloro-4-methoxy-aniline